(S)-5-fluorochroman-4-amine FC1=C2[C@H](CCOC2=CC=C1)N